tert-Butyl (4-(3-(ethylthio)-5-fluoro-1-((2-(trimethylsilyl)ethoxy) methoxy)-7,9-dihydrofuro[3,4-f]quinazolin-6-yl)-5-fluorobenzo[b]thiophen-2-yl)carbamate C(C)SC1=NC=2C(=C(C3=C(C2C(=N1)OCOCC[Si](C)(C)C)COC3)C3=C(C=CC=1SC(=CC13)NC(OC(C)(C)C)=O)F)F